gondoamide C(CCCCCCCCC\C=C/CCCCCCCC)(=O)N